FC=1C=C(C=CC1O)C=1C=C2C\C(\C(C2=CC1)=O)=N/O (2E)-5-(3-fluoro-4-hydroxyphenyl)-2-(hydroxyimino)-2,3-dihydro-1H-inden-1-one